OCC(C(=O)O)(CO)CO 3-hydroxy-2,2-bis(hydroxymethyl)propionic acid